C1(CC1)C1=NNC2=CC=C(C=C12)C(=O)NC1=CC2=C(C=N1)C=C(N2)CN2[C@H](CC2)C 3-cyclopropyl-N-(2-[[(2S)-2-methylazetidin-1-yl]methyl]-1H-pyrrolo[3,2-c]pyridin-6-yl)-1H-indazole-5-carboxamide